(R)-2-(1-(6-(dimethylamino)-9H-purin-9-yl)ethyl)-5-fluoro-3-(3-fluorophenyl)-4H-chromen-4-one CN(C1=C2N=CN(C2=NC=N1)[C@H](C)C=1OC2=CC=CC(=C2C(C1C1=CC(=CC=C1)F)=O)F)C